5,5-difluoro-1-(1-methyl-1H-pyrrol-2-yl)-3-(trifluoromethyl)-4,5,6,7-tetrahydro-1H-indol-4-ol FC1(C(C=2C(=CN(C2CC1)C=1N(C=CC1)C)C(F)(F)F)O)F